C(C)(C)C=1C(=NNC1C=1C=C(C=2N(C1)N=CN2)OC)C=2SC(=C(N2)C)C2CCN(CC2)CC2CCOCC2 2-(4-isopropyl-5-(8-methoxy-[1,2,4]triazolo[1,5-a]pyridin-6-yl)-1H-pyrazol-3-yl)-4-methyl-5-(1-((tetrahydro-2H-pyran-4-yl)methyl)piperidin-4-yl)thiazole